ClC=1C=2N(C=C(C1)S(=O)(=O)N(CC1=C(C=C(C=C1)OC)OC)C1(COC1)C#N)C(=NC2)C=2SC(=NN2)C(F)F 8-chloro-N-(3-cyanooxacyclobutan-3-yl)-3-(5-(difluoromethyl)-1,3,4-thiadiazol-2-yl)-N-(2,4-dimethoxybenzyl)imidazo[1,5-a]pyridin-6-sulfonamide